C(#N)C1=CC(=C(COC2=CC=CC(=N2)C2=CC(=C(CC3=NC4=C(N3CCOC)C=C(C=C4)C(=O)OC(C)(C)C)C=C2F)F)C=C1)F Tert-butyl 2-(4-(6-((4-cyano-2-fluorobenzyl) oxy) pyridin-2-yl)-2,5-difluorobenzyl)-1-(2-methoxyethyl)-1H-benzo[d]imidazole-6-carboxylate